N-cyclopropylglycylglycine C1(CC1)NCC(=O)NCC(=O)O